FC=1C=C(C=CC1OC)S(=O)(=O)N1CC(OCC1)C1=C(SC2=C1C=CC=C2)C(=O)N [4-(3-fluoro-4-methoxy-phenyl)sulfonylmorpholin-2-yl]benzothiophene-2-carboxamide